(3-bromo-2-chloro-5-fluorophenyl)boric acid BrC=1C(=C(C=C(C1)F)OB(O)O)Cl